N1=C(C=CC=C1)CNC1=NC=CC=C1 N-(pyridin-2-ylmethyl)pyridin-2-amine